2-Octylmercapto-4,6-bis(3,5-di-tert-butyl-4-hydroxyanilino)-1,3,5-triazin C(CCCCCCC)SC1=NC(=NC(=N1)NC1=CC(=C(C(=C1)C(C)(C)C)O)C(C)(C)C)NC1=CC(=C(C(=C1)C(C)(C)C)O)C(C)(C)C